tert-butyl N-[(4,6-dichloro-2-methyl-pyridine-3-carbonyl)amino]carbamate ClC1=C(C(=NC(=C1)Cl)C)C(=O)NNC(OC(C)(C)C)=O